(4-fluorophenyl)propan-1-one FC1=CC=C(C=C1)C(CC)=O